6-[3-(5-chloro-2-methoxypyridine-3-sulfonamido)-2,6-difluorophenyl]-N-(2-hydroxyethyl)imidazo[1,5-a]pyrazine-1-carboxamide ClC=1C=C(C(=NC1)OC)S(=O)(=O)NC=1C(=C(C(=CC1)F)C=1N=CC=2N(C1)C=NC2C(=O)NCCO)F